FC1=C(C=C(C(=C1)[N+](=O)[O-])F)O 2,5-difluoro-para-nitrophenol